2-(6-chloro-1,1-dimethylisochroman-8-yl)-2-(3-((5-(5,6,7,8-tetrahydro-1,8-naphthyridin-2-yl)pentyl)oxy)azetidin-1-yl)acetic acid ClC=1C=C2CCOC(C2=C(C1)C(C(=O)O)N1CC(C1)OCCCCCC1=NC=2NCCCC2C=C1)(C)C